cupric bis(acetate) C(C)(=O)[O-].C(C)(=O)[O-].[Cu+2]